8-(4-(Difluoromethoxy)phenyl)-2-ethoxy-6-(2-(2-hydroxyethyl)-1H-indol-5-yl)pteridine FC(OC1=CC=C(C=C1)N1CC(=NC=2C=NC(=NC12)OCC)C=1C=C2C=C(NC2=CC1)CCO)F